OC[C@H](C1=CC=CC=C1)NC1=NC(=NC=C1C=1OC=NN1)NC=1C=C2C(CCS(C2=CC1)(=O)=O)O 6-[[4-[[(1S)-2-hydroxy-1-phenyl-ethyl]amino]-5-(1,3,4-oxadiazol-2-yl)pyrimidin-2-yl]amino]-1,1-dioxo-3,4-dihydro-2H-thiochromen-4-ol